BrC1=CC=C2C(=CC=NC2=C1)C1=CC=CC=C1 7-bromo-4-phenylquinolin